2,3-dichloro-6,7-difluoro-quinoxaline ClC1=NC2=CC(=C(C=C2N=C1Cl)F)F